N1=CN=C(C2=C1NC=C2)C=2C=NN(C2)C2(CN(C2)C2CCN(CC2)C(C2=C(C=C(C(=C2)F)F)F)=O)CC#N {3-[4-(7H-pyrrolo[2,3-d]pyrimidin-4-yl)-1H-pyrazol-1-yl]-1-[1-(2,4,5-trifluorobenzoyl)piperidin-4-yl]azetidin-3-yl}acetonitrile